ClC1=CC=C2C(=N1)C=CN2COCC[Si](C)(C)C 5-chloro-1-((2-(trimethylsilyl)ethoxy)methyl)-1H-pyrrolo[3,2-b]pyridine